FC=1C=C2C(=NC(=NC2=C(C1)F)OCC(=C)C)N1C[C@@]2(CC[C@H](C1)N2C(=O)OC(C)(C)C)C tert-butyl (1S,5R)-3-(6,8-difluoro-2-((2-methylallyl)oxy)quinazolin-4-yl)-1-methyl-3,8-diazabicyclo[3.2.1]octane-8-carboxylate